O1CCC(CC1)C=1C=CC=2N(C1)N=CC2C2=CC=C(C(=O)OC(C)(C)C)C=C2 tert-butyl 4-(6-(tetrahydro-2H-pyran-4-yl)pyrazolo[1,5-a]pyridin-3-yl)benzoate